(isopropylamino)-3-(p-tolyloxy)propan-2-ol C(C)(C)NCC(COC1=CC=C(C=C1)C)O